1,5-dimethyl-8-oxabicyclo[3.2.1]octan-3-one CC12CC(CC(CC1)(O2)C)=O